FC=1C=CC(=C(C1)C1CNC1)OC 3-(5-fluoro-2-methoxyphenyl)azetidine